C(C)(=O)N1CC(CCC1)CN1CCN(CC1)C1=C(C=CC=C1)/C=C/C(=O)NO (E)-3-(2-(4-((1-acetylpiperidin-3-yl)methyl)piperazin-1-yl)phenyl)-N-hydroxyacrylamide